(S)-3-(2-((S)-2-acetamido-5-((4-methylpyridin-2-yl)amino)pentanamido)acetamido)-3-(4-(4-((14-azido-3,6,9,12-tetraoxatetradecyl)oxy)naphthalen-1-yl)phenyl)propanoic acid C(C)(=O)N[C@H](C(=O)NCC(=O)N[C@@H](CC(=O)O)C1=CC=C(C=C1)C1=CC=C(C2=CC=CC=C12)OCCOCCOCCOCCOCCN=[N+]=[N-])CCCNC1=NC=CC(=C1)C